O=C1N(C=CC=C1C#N)C=1C=NC=CC1 2-oxo-2H-[1,3'-bipyridine]-3-carbonitrile